tert-Butyl (3-cyano-4-(3-(ethylsulfonyl)-5-fluoro-1-(((R)-1-methyl-2-oxopyrrolidin-3-yl)amino)-7,9-dihydrofuro[3,4-f]quinazolin-6-yl)-5-fluorobenzo[b]thiophen-2-yl)carbamate C(#N)C=1C2=C(SC1NC(OC(C)(C)C)=O)C=CC(=C2C=2C1=C(C=3C(=NC(=NC3C2F)S(=O)(=O)CC)N[C@H]2C(N(CC2)C)=O)COC1)F